ClC=1C=C(C#N)C=C(C1)C(C)(C)C1=CC=C(C=C1)OCC1=NC(=NC=C1)N1CCN(CC1)C1CN(C1)C1CN(CCC1)C=1C=C2C(N(C(C2=CC1)=O)C1C(NC(CC1)=O)=O)=O 3-chloro-5-(2-(4-((2-(4-(1-(1-(2-(2,6-dioxopiperidin-3-yl)-1,3-dioxoisoindolin-5-yl)piperidin-3-yl)azetidin-3-yl)piperazin-1-yl)pyrimidin-4-yl)methoxy)phenyl)propan-2-yl)benzonitrile